CO[C@H]1[C@@](O[C@@H]([C@H]1O)CO)(C1=CNC(=O)NC1=O)C1=CC=CC=C1 2'-O-methylPhenyl-pseudouridine